4-(((bis(benzyloxy)phosphoryl)oxy)methyl)benzoic acid C(C1=CC=CC=C1)OP(=O)(OCC1=CC=CC=C1)OCC1=CC=C(C(=O)O)C=C1